3-ethyl-2-[(11R)-11-methyl-9-oxo-1,10,19-triazatricyclo[10.5.2.015,18]nonadeca-12(19),13,15(18),16-tetraen-17-yl]pyrazolo[1,5-a]pyridine-6-carbonitrile C(C)C=1C(=NN2C1C=CC(=C2)C#N)C2=CC=1C=CC=3[C@H](NC(CCCCCCCN2C1N3)=O)C